COC1=CC=C(C=C1)C1=NOC(=N1)N1CCC(CC1)C(=O)NCC1CN(CC1)CC1(COC1)C 1-(3-(4-Methoxyphenyl)-1,2,4-oxadiazol-5-yl)-N-((1-((3-methyloxetan-3-yl)methyl)pyrrolidin-3-yl)methyl)piperidine-4-carboxamide